COC1=C(C(=CC(=C1)CC)OC)O 2,6-dimethoxy-4-ethylphenol